CS(=O)(=O)C1=NC=C(C(=C1)NC(=O)[C@@H]1[C@H](C1)C1=NC=CC(=N1)C)S(=O)(=O)C |r| rac-(1S*,2S*)-N-(2,5-bis(methylsulfonyl)pyridin-4-yl)-2-(4-methylpyrimidin-2-yl)cyclopropane-1-carboxamide